1-(2-chloro-4-methylpyrimidin-5-yl)cyclopropan-1-ol ClC1=NC=C(C(=N1)C)C1(CC1)O